C(O)C(C(=O)OCCC)(C(=O)OCCC)CO dipropyl dimethylolmalonate